C(C)O[Si](CCCN(CCC[Si](OCC)(OCC)OCC)CCC[Si](OCC)(OCC)OCC)(OCC)OCC 3-(triethoxysilyl)-N,N-bis[3-(triethoxysilyl)propyl]-1-propanamine